FC1=CC=C(C=C1)CC(=O)NC=1C=C2CCN(C2=CC1)CC=1C=NN(C1C)C1=CC=C(C=C1)F 2-(4-Fluorophenyl)-N-{1-[1-(4-fluorophenyl)-5-methyl-1H-pyrazol-4-ylmethyl]-2,3-dihydro-1H-indol-5-yl}-acetamide